C(C)(C)N1C(=NN=C1)C1=CC=CC(=N1)NC(=O)NC=1C=C2N=CC=NC2=CC1 1-(6-(4-isopropyl-4H-1,2,4-triazol-3-yl)pyridin-2-yl)-3-(quinoxalin-6-yl)urea